1,2-dihydroxy-3-aminopropane OCC(CN)O